ClCC(=O)C=1C=C2CCC(NC2=CC1)=O 6-(2-chloroacetyl)-3,4-dihydro-quinolin-2(1H)-one